CC1CN(CCO1)C(=O)C=1N=C(SC1)C=1C=NN(C1)C1=CC=CC=C1 2-methyl-4-[2-(1-phenyl-1H-pyrazol-4-yl)-1,3-thiazole-4-carbonyl]morpholine